C(C)(C)(C)OC(=O)NC1=CC(=C(N=N1)C(=O)OC)N(CC(F)(F)F)C methyl 6-((tert-butoxycarbonyl)amino)-4-(methyl(2,2,2-trifluoroethyl)amino)pyridazine-3-carboxylate